P(O)(=S)(OP(=O)(O)OP(=O)(O)O)OC[C@@H]1[C@H]([C@H]([C@@H](O1)N1C(=O)NC(=O)C=C1)O)O Uridine-5'-O-(1-Thio triphosphate)